2-(3-chloro-4-(6-(1-methylcyclopropoxy)-9-((4-methylpyridin-2-yl)methyl)-9H-purin-8-yl)phenoxy)ethan-1-amine ClC=1C=C(OCCN)C=CC1C=1N(C2=NC=NC(=C2N1)OC1(CC1)C)CC1=NC=CC(=C1)C